ClC1=C(C(=O)[O-])C=C(C(=C1)F)N=C=O 2-chloro-4-fluoro-5-isocyanato-benzoate